Methyl 4-bromo-3-((4-(4-(tert-butoxycarbonyl)phenyl)piperazin-1-yl)methyl)benzoate BrC1=C(C=C(C(=O)OC)C=C1)CN1CCN(CC1)C1=CC=C(C=C1)C(=O)OC(C)(C)C